COC1=NC(=NC=C1)N1N=C(C2=C1C(NC2)(C)C)N 4-methoxypyrimidin-2-yl-6,6-dimethyl-1,4,5,6-tetrahydropyrrolo[3,4-c]pyrazol-3-amine